5-fluoro-1-phenyl-4-(4-chlorophenyl)-3-trifluoromethyl-1H-pyrazole FC1=C(C(=NN1C1=CC=CC=C1)C(F)(F)F)C1=CC=C(C=C1)Cl